C(C)(C)(C)C1=CC=C(C=C1)NC1CC(CC1)NC N1-(4-(tert-butyl)phenyl)-N3-methylcyclopentane-1,3-diamine